C(C)(C)(C)OC(=O)N[C@@H]1CN(C[C@H]1OCCOC)C1=NC=2CC[C@@H](CC2C=C1)NC(OCC1=CC=CC=C1)=O trans-benzyl N-[(6S)-2-(3-[[(tert-butoxy)carbonyl]amino]-4-(2-methoxyethoxy)pyrrolidin-1-yl)-5,6,7,8-tetrahydroquinolin-6-yl]carbamate